BrC1=C(N2C3=C(C=C(C=C3C1=C=O)F)C(CC2)N(C(OC(C)(C)C)=O)C)CCl tert-butyl (2-bromo-3-(chloromethyl)-9-fluoro-1-carbonyl-6,7-dihydro-1H,5H-pyrido[3,2,1-ij]quinolin-7-yl)(methyl)carbamate